C1(CC1)N1C=NC2=C1C=C(C(=C2F)C#C)F 1-cyclopropyl-5-ethynyl-4,6-difluoro-1,3-benzodiazole